C(C)(C)(C)OC(=O)N1[C@H](CC(C1)C1CCC1)CO (2R)-4-cyclobutyl-2-(hydroxymethyl)pyrrolidine-1-carboxylic acid tert-butyl ester